(3S)-3-{[2-(4-methoxyphenyl)-7-(trifluoromethyl)[1,2,4]triazolo[1,5-c]quinazolin-5-yl]amino}azepan-2-one COC1=CC=C(C=C1)C1=NN2C(=NC=3C(=CC=CC3C2=N1)C(F)(F)F)N[C@@H]1C(NCCCC1)=O